BrC1=NN(C=2N=C(N(C(C21)=O)C)N2[C@H]1CC[C@@H](C2)[C@@H]1NC(OC(C)(C)C)=O)[C@@H]1OCCCC1 |&1:27| rac-tert-Butyl ((1S,4S,7S)-2-(3-bromo-5-methyl-4-oxo-1-(tetrahydro-2H-pyran-2-yl)-4,5-dihydro-1H-pyrazolo[3,4-d]pyrimidin-6-yl)-2-azabicyclo[2.2.1]heptan-7-yl)carbamate